BrC1=CC=C(C=C1)C1(OC(OC1)=O)C=C 4-(4-bromophenyl)-4-vinyl-1,3-dioxolan-2-one